C(CC(C)(C)C)=O neo-hexanal